1-(5-tert-butyl-isoxazol-3-yl)-3-{4-[7-(2-morpholin-4-yl-ethoxyl)-benzimidazol-1-yl]-phenyl}-urea C(C)(C)(C)C1=CC(=NO1)NC(=O)NC1=CC=C(C=C1)N1C=NC2=C1C(=CC=C2)OCCN2CCOCC2